bis(trifluoromethane) Lithium [Li].FC(F)F.FC(F)F